CN(C(O[C@@H]1[C@H](CCCC1)SSC1=NC=CC=C1)=O)C1=CC=C(C=C1)COC(=O)OC1=CC=C(C=C1)[N+](=O)[O-] (1S,2S)-2-(pyridin-2-yldisulfaneyl)cyclohexyl methyl(4-((((4-nitrophenoxy)carbonyl)oxy)methyl)phenyl)carbamate